C(CCC)C1C2C=CC(C1)C2 5-butyl-2-norbornene